(rac)-tert-Butyl 2-(5-bromo-1H-imidazo[4,5-b]pyridin-2-yl)pyrrolidine-1-carboxylate BrC1=CC=C2C(=N1)N=C(N2)[C@@H]2N(CCC2)C(=O)OC(C)(C)C |r|